N[C@H]1CC=CC[C@@H]1C1=C(C2=NC(=CC(=C2S1)N(C)CC1=CC=CC=C1)Cl)C#CCCCO 5-(2-((1S,6S)-6-aminocyclohex-3-en-1-yl)-7-(benzyl(methyl)amino)-5-chlorothieno[3,2-b]pyridin-3-yl)pent-4-yn-1-ol